ClC1=NN(C=C1NC1=NC=C(C(=N1)NC=1C=C(C=CC1F)NC(C=C)=O)C=1CCOCC1)C N-(3-((2-((3-chloro-1-methyl-1H-pyrazol-4-yl)amino)-5-(3,6-dihydro-2H-pyran-4-yl)pyrimidin-4-yl)amino)-4-fluorophenyl)acrylamide